C(C1=CC=CC=C1)SC1=CC(=CC2=C1CCO2)Cl 4-(benzylsulfanyl)-6-chloro-2,3-dihydro-1-benzofuran